aminoisatoic anhydride NN1C=2C(C(=O)OC1=O)=CC=CC2